CNC(C(=C)C1=CC=CC=C1)=O N-methyl-2-phenylacrylamide